1,8,8-trifluoro-2-[1-(2-trimethylsilyl-ethoxymethyl)pyrazol-4-yl]-7,9-dihydro-6H-thieno[2,3-c]chromen-4-one FC1=C(SC=2C(OC=3CCC(CC3C21)(F)F)=O)C=2C=NN(C2)COCC[Si](C)(C)C